methyl (6-carbamoyl-5-((2-methoxy-3-(1-methyl-1H-1,2,4-triazol-3-yl)phenyl)amino)pyridazin-3-yl)carbamate C(N)(=O)C1=C(C=C(N=N1)NC(OC)=O)NC1=C(C(=CC=C1)C1=NN(C=N1)C)OC